mono(4,7-di-methylphenanthryl)europium (III) CC1=CC=C(C=2C=CC3=CC(=CC=C3C12)C)[Eu+2]